ClC1=CC(=C(N=N1)N(S(=O)(=O)C)C)C(=O)[O-] 6-chloro-3-(N-methylmethylsulfonamido)pyridazine-4-carboxylate